2-iodo-3-(15-methoxypentadecyl)-4,4-dimethylcyclohex-2-en-1-one IC=1C(CCC(C1CCCCCCCCCCCCCCCOC)(C)C)=O